C1CCCC=2C(=CC=CC12)N tetrahydronaphthalene-5-amine